tert-Butyl-4-(3-iodo-1H-pyrazol-1-yl)-2,2-dimethylbutanoate C(C)(C)(C)OC(C(CCN1N=C(C=C1)I)(C)C)=O